5-[4-amino-5-(trifluoromethyl)pyrrolo[2,1-f][1,2,4]triazin-7-yl]-N-[(3R,4S)-4-fluoro-1-(2-fluorobenzoyl)pyrrolidin-3-yl]-2-(trifluoromethyl)benzamide NC1=NC=NN2C1=C(C=C2C=2C=CC(=C(C(=O)N[C@@H]1CN(C[C@@H]1F)C(C1=C(C=CC=C1)F)=O)C2)C(F)(F)F)C(F)(F)F